N-[[1-[(5-bromo-2-chloro-pyrimidin-4-yl)amino]cyclopentyl]methyl]carbamic acid tert-butyl ester C(C)(C)(C)OC(NCC1(CCCC1)NC1=NC(=NC=C1Br)Cl)=O